C1(=CC=CC=C1)[C@@H]1CC[C@H](CC1)C(C=O)CC trans-2-(4-phenylcyclohexyl)butyraldehyde